4-(4-((1R,5S)-3,8-diazabicyclo[3.2.1]octan-3-yl)-2-(((2R,7aS)-2-fluorotetrahydro-1H-pyrrolizin-7a(5H)-yl)methoxy)quinazolin-7-yl)-7-fluorobenzo[d]thiazol-2-amine [C@H]12CN(C[C@H](CC1)N2)C2=NC(=NC1=CC(=CC=C21)C2=CC=C(C1=C2N=C(S1)N)F)OC[C@]12CCCN2C[C@@H](C1)F